N-[[5-[(3E)-3-(4,6-difluorobenzimidazol-2-ylidene)-1,2-dihydroindazol-5-yl]-4-methylpyridin-3-yl]methyl]ethanamine FC1=CC(=CC2=N/C(/N=C21)=C/2\NNC1=CC=C(C=C21)C=2C(=C(C=NC2)CNCC)C)F